C(C)(C)C1=CC=C(C=C1)C(C)=O 4'-isopropylacetophenone